3-((S)-3-((S)-sec-butyl)-2-oxo-1,2,3,5-tetrahydro-4H-benzo[e][1,4]diazepin-4-yl)-4-(methylamino)cyclobut-3-ene-1,2-dione [C@H](C)(CC)[C@@H]1N(CC2=C(NC1=O)C=CC=C2)C=2C(C(C2NC)=O)=O